3-(4-nitrophenyl)prop-2-yn-1-ol [N+](=O)([O-])C1=CC=C(C=C1)C#CCO